(E)-N-(3-iodophenyl)-7-chloro-6-fluoro-2-hydrazono-N-methyl-1,2-dihydroquinazolin-4-amine IC=1C=C(C=CC1)N(C1=N/C(/NC2=CC(=C(C=C12)F)Cl)=N/N)C